C1(CCCC1)CNC[C@@H]1OC2=C(C1)C(=C(C(=C2)O)N2CC(NS2(=O)=O)=O)F 5-[(2R)-2-{[(cyclopentylmethyl)amino]methyl}-4-fluoro-6-hydroxy-2,3-dihydro-1-benzofuran-5-yl]-1λ6,2,5-thiadiazolidine-1,1,3-trione